[F-].[NH3+][C@@H](CC1=CNC2=CC=CC=C12)C(=O)O tryptophanium fluoride